rac-(R)-3-(((2R,3S,4R,5R)-5-(6-chloro-4-(cyclopentylamino)-1H-pyrazolo[3,4-d]pyrimidin-1-yl)-3,4-dihydroxytetrahydro-furan-2-yl)methoxy)-4-methoxy-3-phosphonobutanoic acid ClC1=NC(=C2C(=N1)N(N=C2)[C@H]2[C@@H]([C@@H]([C@H](O2)CO[C@@](CC(=O)O)(COC)P(=O)(O)O)O)O)NC2CCCC2 |&1:17|